C1(C(CCCC1)C(=O)Cl)C(=O)Cl 1,2-cyclohexanedicarboxylic acid dichloride